NC(CN1CCC(CC1)(C(=O)N)CNC1=NC=NC(=C1F)N(CC1=CC=C(C=C1)C(F)(F)F)C1CC1)=O 1-(2-amino-2-oxoethyl)-4-(((6-(cyclopropyl-(4-(trifluoromethyl)benzyl)amino)-5-fluoropyrimidin-4-yl)amino)methyl)piperidine-4-carboxamide